N-(4-{4-[(E)-{[(S)-tert-butylsulfinyl]imino}methyl]phenyl}tetrahydro-2H-pyran-4-yl)-2-chloroacetamide C(C)(C)(C)[S@](=O)\N=C\C1=CC=C(C=C1)C1(CCOCC1)NC(CCl)=O